2-((1R)-7-(3-fluorophenoxy)-1-methyl-6-(((R or S)-tetrahydro-2H-pyran-2-yl)methoxy)-1,2,3,4-tetrahydroisoquinolin-1-yl)-N-(thiazol-2-yl)acetamide FC=1C=C(OC2=C(C=C3CCN[C@](C3=C2)(C)CC(=O)NC=2SC=CN2)OC[C@@H]2OCCCC2)C=CC1 |o1:27|